N-tert-butyl-2-{methyl[2-(4-methylpyridin-2-yl)-5H,6H,7H-cyclopenta[d]pyrimidin-4-yl]amino}acetamide C(C)(C)(C)NC(CN(C=1C2=C(N=C(N1)C1=NC=CC(=C1)C)CCC2)C)=O